C(C)(C)(C)N(C(O)=O)CCOCCNS(=O)(=O)C1=C(C=C(C=C1)[N+](=O)[O-])C.C(#N)N=C(N=C(N)N)N 2-cyano-1-(diaminomethylene)guanidine tert-butyl-(2-(2-(2-methyl-4-nitrophenylsulfonamido)ethoxy)ethyl)carbamate